O1COC(C1C(=O)O)C(=O)O.CS(=O)(=O)C(C(=O)NOC1OCCCC1)CC 2-(methylsulfonyl)-N-(tetrahydro-2H-pyran-2-yloxy)butyramide 1,3-dioxolane-4,5-dicarboxylate